C(C)OC(=O)C1=CC(=NN1C)C1=NC=C(C=C1)C#N (5-cyanopyridin-2-yl)-1-methyl-1H-pyrazole-5-carboxylic acid ethyl ester